(E)-3-(2,6-dichloro-3,5-dimethoxyphenyl)-7-(methylamino)-1-(1-(4-(piperidin-1-yl)but-2-enoyl)piperidin-4-yl)-3,4-dihydropyrimido[4,5-d]pyrimidin-2(1H)-one ClC1=C(C(=C(C=C1OC)OC)Cl)N1C(N(C2=NC(=NC=C2C1)NC)C1CCN(CC1)C(\C=C\CN1CCCCC1)=O)=O